S1(CC=C2C1=C1C(=P2)C=CS1)=O dithieno[3,2-b:2',3'-d]phosphole oxide